FC1(COC(OC1)C1=NC=CC(=C1N)C1=C(C=CC(=C1)F)F)F 2-(5,5-difluoro-1,3-dioxan-2-yl)-4-(2,5-difluorophenyl)pyridin-3-amine